COC(CC=1C=CC=C2C=NN(C12)C#CC)=O (propan-1-yn-1-yl)-1H-indazole-7-acetic acid methyl ester